O1CC(CC1)CN 1-(oxolane-3-yl)methylamine